CC=1C(=NC=CC1)NC1=NC(=NS1)C1=CC=C(C=N1)C(=O)N1CCOCC1 (6-(5-(3-methylpyridin-2-ylamino)-1,2,4-thiadiazol-3-yl)pyridin-3-yl)(morpholino)methanone